copper (I) thiophenecarboxylic acid S1C(=CC=C1)C(=O)O.[Cu+]